C1(CCCCCCCCCCCCC(=O)O1)=O tetradecanedioic anhydride